2,5-dimethyl-hexane-2,5-diol CC(C)(CCC(C)(O)C)O